2-(6-chloro-1H-benzotriazol-1-yl)-1,1,3,3-tetramethyluronium Hexafluorophosphate F[P-](F)(F)(F)(F)F.ClC=1C=CC2=C(N(N=N2)OC(=[N+](C)C)N(C)C)C1